C(#N)N=C(N)N1CCNCC1 N'-cyanopiperazine-1-carboxamidine